BrC1=CC=C(C=C1)C1=CC=C(N=N1)CN1CCCCCC1 1-((6-(4-bromophenyl)pyridazin-3-yl)methyl)azepane